β-homoalaninol N[C@@H](C)CCO